CC1(NC2=CC=CC=C2C(C1)=O)C 2,2-dimethyl-2,3-dihydroquinolin-4(1H)-one